N1(CCC1)C1=NC=CC(=C1)Cl 2-(azetidin-1-yl)-4-chloropyridine